C(C)(C)(C)OC(=O)C=1CC=NN1 pyrazole-5(4H)-carboxylic acid tert-butyl ester